ClC1=CC=C(C=C1)C1=N[C@H](C=2N(C3=C1C(=C(S3)C)C)C(=NN2)C)CC(=O)N(C)CCCC(=O)O (S)-4-(2-(4-(4-chlorophenyl)-2,3,9-trimethyl-6H-thieno[3,2-f][1,2,4]triazolo[4,3-a][1,4]diazepin-6-yl)-N-methylacetamido)butanoic acid